C(C)C=1N=C(N(C1CC)C)CC1CCN(CC1)C(=O)[C@H](CC(C)C)N1C([C@@H](NCC1)CC(C)C)=O (S)-1-[(S)-1-({4-[(4,5-Diethyl-1-methyl-1H-imidazol-2-yl)methyl]-1-piperidyl}carbonyl)-3-methylbutyl]-3-isobutyl-2-piperazinone